FC=1C=NN(C1)C1=CC=C(C=C1)C1=CC(=NN1)NC1=C(C=C(C=C1)NS(=O)(=O)C)C N-(4-((5-(4-(4-fluoro-1H-pyrazol-1-yl)phenyl)-1H-pyrazol-3-yl)amino)-3-methylphenyl)methansulfonamid